ClC1=C(CNS(=O)(=O)C2=CC=C(C=C2)NC(\C=C\C2=CC=NC=C2)=O)C=CC=C1 (E)-N-(4-(N-(2-chlorobenzyl)sulfamoyl)phenyl)-3-(pyridin-4-yl)acrylamide